3-oxo-pregna-4-en O=C1C=C2CC[C@H]3[C@@H]4CC[C@H](CC)[C@]4(CC[C@@H]3[C@]2(CC1)C)C